CC1=C(OC2=C(C=C(C=C2C1=O)C)[C@@H](C)NC=1C(=NC(=CC1)C)C(=O)NC)C1=CC=CC=C1 3-[[(1R)-1-(3,6-Dimethyl-4-oxo-2-phenyl-chromen-8-yl)ethyl]amino]-N,6-dimethyl-pyridine-2-carboxamide